O1C(=CC2=C1C=CC=C2)/C=C/C(=O)C2=C(C(=CC(=C2)O)COC)Br 3-(benzofuran-2-yl)-1-(2-bromo-3-methoxymethyl-5-hydroxyphenyl)-(2E)-2-propen-1-one